2-((2-amino-7-(6-(piperazin-1-ylmethyl)pyridin-3-yl)pyrido[3,2-d]pyrimidin-4-yl)amino)-2-methylhexan-1-ol NC=1N=C(C2=C(N1)C=C(C=N2)C=2C=NC(=CC2)CN2CCNCC2)NC(CO)(CCCC)C